5-((4-(4-(6-((6-acetyl-8-cyclopentyl-5-methyl-7-oxo-7,8-dihydropyrido[2,3-d]pyrimidin-2-yl)amino)pyridin-3-yl)piperazin-1-yl)piperidin-1-yl)methyl)-6-fluoro-1-oxoisoindoline C(C)(=O)C1=C(C2=C(N=C(N=C2)NC2=CC=C(C=N2)N2CCN(CC2)C2CCN(CC2)CC=2C=C3CNC(C3=CC2F)=O)N(C1=O)C1CCCC1)C